propyl-1,4,8-trimethyl-dihydroazulenid C(CC)C1[C-](C2=C(C=CC=C(C2C1)C)C)C